C1(=CC=CC=C1)NC1=C2C=CN(C2=C(C=C1)C(=O)N[C@@H](C)C1=CC=C(C(=O)O)C=C1)CC1=CC=C(C=C1)C(F)(F)F (S)-4-(1-(4-(phenylamino)-1-(4-(trifluoromethyl)benzyl)-1H-indole-7-carboxamido)ethyl)benzoic acid